FC(C1=CC=C(N=N1)N1CCN(CC1)C(=O)C1(CCCC1)NC1=CC=C(C#N)C=C1)(F)F 4-((1-(4-(6-(trifluoromethyl)pyridazin-3-yl)piperazine-1-carbonyl)cyclopentyl)amino)benzonitrile